ClC1=CC=C(C=C1)C1=NN(CC1C1=CC=CC=C1)\C(=N/S(=O)(=O)C1=CC=C(C=C1)C(F)(F)F)\Cl (E)-3-(4-chlorophenyl)-4-phenyl-N-((4-(trifluoromethyl)phenyl)sulfonyl)-4,5-dihydro-1H-pyrazole-1-carboximidoyl chloride